2-(2-(cyclopropanesulfonylamino)-5-fluoropyrimidin-4-yl)-N-(4-(6-ethoxypyrazin-2-yl)phenyl)-2-methylpropanamide C1(CC1)S(=O)(=O)NC1=NC=C(C(=N1)C(C(=O)NC1=CC=C(C=C1)C1=NC(=CN=C1)OCC)(C)C)F